(S)-benzoin C1(=CC=CC=C1)C(=O)[C@@H](O)C1=CC=CC=C1